tert-butyl N-[4-[[4-[[1-[[1-(2,6-dioxo-3-piperidyl)-3-methyl-2-oxo-benzimidazol-4-yl] methyl]-4-piperidyl]oxy]-1-piperidyl]methyl]phenyl]carbamate O=C1NC(CCC1N1C(N(C2=C1C=CC=C2CN2CCC(CC2)OC2CCN(CC2)CC2=CC=C(C=C2)NC(OC(C)(C)C)=O)C)=O)=O